tert-butyl 1,1-dimethyl-2,7-diazaspiro[3.5]nonane-7-carboxylate CC1(NCC12CCN(CC2)C(=O)OC(C)(C)C)C